C1(CCCCC1)[C@@H](C(=O)NC=1C=C2CC(CC2=CC1)(C(NC)=O)N1C(N[C@@H](C1)C(C)C)=O)NC(=O)C1=NN(C=C1)CCO N-((1S)-1-cyclohexyl-2-((2-((R)-4-isopropyl-2-oxoimidazolidin-1-yl)-2-(methylcarbamoyl)-2,3-dihydro-1H-inden-5-yl)amino)-2-oxoethyl)-1-(2-hydroxyethyl)-1H-pyrazole-3-carboxamide